BrC1=C(C=NN1CC)C(O)C=1C(=NC=NC1)Cl (5-bromo-1-ethyl-1H-pyrazol-4-yl)(4-chloropyrimidin-5-yl)methanol